ClC1=NC=C(C=N1)C(=O)NCC1=CC=C(C=C1)OC1=CC=CC=C1 2-Chloro-N-(4-phenoxybenzyl)pyrimidine-5-carboxamide